(R)-2-((1-(3-(4-(4-chlorobenzoyl)piperazin-1-yl)-2-cyano-7-methylquinoxalin-5-yl)ethyl)amino)benzoic acid ClC1=CC=C(C(=O)N2CCN(CC2)C=2C(=NC3=CC(=CC(=C3N2)[C@@H](C)NC2=C(C(=O)O)C=CC=C2)C)C#N)C=C1